C(C)C(C(C(=O)NC=1C=CC=C2C=CC=NC12)C=C)CC 3-ethyl-N-(quinolin-8-yl)-2-vinylvaleramide